(4R,6R)-9-fluoro-4-hydroxy-2,11,17,20,21,24-hexaazapentacyclo[16.5.2.02,6.07,12.021,25]pentacosane-1(24),7,9,11,18(25),19,22-heptaene-16-one FC=1C=C2[C@H]3C[C@H](CN3C=3C=CN4N=CC(NC(CCCC2=NC1)=O)=C4N3)O